Cl.S1C=CC2=C1C=CC=C2 benzothiophene hydrochloride